C(C)(C)(C)OC(=O)N1C[C@@H](CCC1)N(C1=NC(=CC=C1)N1N(C(C=2C1=NC(=NC2)SC)=O)CC=C)C tert-butyl-(3R)-3-[methyl({6-[6-(methylsulfanyl)-3-oxo-2-(prop-2-en-1-yl)-1H,2H,3H-pyrazolo[3,4-d]pyrimidin-1-yl]pyridin-2-yl})amino]piperidine-1-carboxylate